N-(2-(4-morpholinyl)ethyl)-2-phenyl-4-quinolinamine N1(CCOCC1)CCNC1=CC(=NC2=CC=CC=C12)C1=CC=CC=C1